ClC=1C=C(C=CC1OCCOC)C1=CC(=NN1CC(C)C)C(=O)O 5-(3-chloro-4-(2-methoxyethoxy)phenyl)-1-isobutyl-1H-pyrazole-3-carboxylic acid